C(C)(C)C=1C(=C(C(=O)O)C=C(C1O)C(C)C)C 3,5-diisopropyl-4-hydroxy-2-methylbenzoic acid